2-Methoxynaphthaleneethylamine hydroiodide I.COC1=C(C2=CC=CC=C2C=C1)CCN